ClCC1=NC=CC(=N1)C 2-(chloromethyl)-4-methylpyrimidine